ClC=1C(=CC=C(N)C1)C1CC1 5-chloro-4-cyclopropylaniline